1-({[1-(3,5-Diethoxyphenyl)Ethyl](4-Phenylbutyl)Carbamoyl}Amino)-3,3-Difluorocyclobutane-1-Carboxylic Acid C(C)OC=1C=C(C=C(C1)OCC)C(C)N(C(=O)NC1(CC(C1)(F)F)C(=O)O)CCCCC1=CC=CC=C1